N1C(=NC2=C1C=CC=C2)C2=CC(=NN2)NC(C2=CC(=C(C=C2)OCCOC)C#N)=O N-[5-(1H-benzimidazol-2-yl)-1H-pyrazol-3-yl]-3-cyano-4-(2-methoxy-ethoxy)benzamide